C12(CC(C1)C2)NC2=NC1=CC(=CC=C1C=C2)O 2-(bicyclo[1.1.1]pent-1-ylamino)quinolin-7-ol